ClC=1C=C(C=C(C1)B1OC(C(O1)(C)C)(C)C)NC(C=C)=O N-[3-chloro-5-(4,4,5,5-tetramethyl-1,3,2-dioxaborolan-2-yl)phenyl]prop-2-enamide